4-bromo-N'-butylbenzohydrazide BrC1=CC=C(C(=O)NNCCCC)C=C1